4-(10-bromoanthracene-9-yl)-1-chlorodibenzofuran BrC1=C2C=CC=CC2=C(C2=CC=CC=C12)C1=CC=C(C2=C1OC1=C2C=CC=C1)Cl